1-(4-((1R,2R)-2-cyclohexyl-6-hydroxy-1,2,3,4-tetrahydronaphthalen-1-yl)-2-fluorophenyl)piperidine-4-carbaldehyde C1(CCCCC1)[C@@H]1[C@@H](C2=CC=C(C=C2CC1)O)C1=CC(=C(C=C1)N1CCC(CC1)C=O)F